C1=CC=CC=2C3=CC=CC=C3C(C12)COC(=O)NCCOCCOCC(=O)O 8-(9-fluorenylmethoxycarbonyl-amino)-3,6-dioxaoctanoic acid